OC1(C2=CC=CC=C2C=2C(=CC(=CC12)OC)C=1C=NN(C1)C(C(=O)NNC1=NC=CC=N1)C)C(F)(F)F 2-(4-(9-hydroxy-2-methoxy-9-(trifluoromethyl)-9H-fluoren-4-yl)-1H-pyrazol-1-yl)-N'-(pyrimidin-2-yl)propanehydrazide